C(C)(C)(C)OC(/C(=C/C=1OC=CC1)/NC1=NC=C(N=C1CC1=CC=CC=C1)C1=CC(=C(C=C1)F)[N+](=O)[O-])=O (Z)-2-((3-benzyl-5-(4-fluoro-3-nitrophenyl)pyrazin-2-yl)amino)-3-(furan-2-yl)acrylic acid tert-butyl ester